1-(5-amino-2,4-dichlorophenyl)-4-(difluoromethyl)-3-methyl-1H-1,2,4-triazol-5(4H)-one NC=1C(=CC(=C(C1)N1N=C(N(C1=O)C(F)F)C)Cl)Cl